BrC=1C(=NC=CC1N1N=C(C=C1C(C)=O)C)Cl 1-(1-(3-bromo-2-chloropyridin-4-yl)-3-methyl-1H-pyrazol-5-yl)ethan-1-one